NC(C[C@H](C1(COC1)NCCC1=CC=CC=C1)NC(OCCCCCC)=O)=O hexyl (R)-(3-amino-3-oxo-1-(3-(phenethylamino)oxetan-3-yl)propyl)carbamate